methyl (S)-3-(3-(2-methyl-5-((5-(trifluoromethyl)pyridin-3-yl)carbamoyl) phenyl) pyrrolidin-1-yl)isonicotinate CC1=C(C=C(C=C1)C(NC=1C=NC=C(C1)C(F)(F)F)=O)[C@H]1CN(CC1)C1=C(C(=O)OC)C=CN=C1